C(CCCCC(=O)OC(C)C)(=O)OC(C)C diiso-propyl adipate